N2,N2,N6,N6-tetrakis(2-methoxyethyl)-4,8-bis(4-(3-methyl-1,2,4-oxadiazol-5-yl)piperazin-1-yl)pyrimido[5,4-d]pyrimidine-2,6-diamine COCCN(C=1N=C(C2=C(N1)C(=NC(=N2)N(CCOC)CCOC)N2CCN(CC2)C2=NC(=NO2)C)N2CCN(CC2)C2=NC(=NO2)C)CCOC